methyl 5-((4-(benzylamino)-5-(trifluoromethyl) pyrimidin-2-yl) amino)-2-bromobenzoate C(C1=CC=CC=C1)NC1=NC(=NC=C1C(F)(F)F)NC=1C=CC(=C(C(=O)OC)C1)Br